3-chloro-7-((2R,4S)-2-(1-cyclopropyl-1H-pyrazol-4-yl)tetrahydro-2H-pyran-4-yl)-9-(2-fluoro-4-methoxyphenyl)-2-methyl-4H-pyrazino[1,2-a]pyrimidin-4-one ClC1=C(N=C2N(C1=O)C=C(N=C2C2=C(C=C(C=C2)OC)F)[C@@H]2C[C@@H](OCC2)C=2C=NN(C2)C2CC2)C